FC1(C(C1)C(=O)NC1=C(C=C(C=C1)B1OC(C(O1)(C)C)(C)C)OC)F 2,2-difluoro-N-(2-methoxy-4-(4,4,5,5-tetramethyl-1,3,2-dioxaborolan-2-yl)phenyl)cyclopropane-1-carboxamide